monoammonium 2-hydroxypropionate OC(C(=O)[O-])C.[NH4+]